O=C1NC(CCC1N1C(C2=CC=C(C(=C2C1)F)C(=O)N[C@@H](C(F)(F)F)C1=C(C=CC=C1)C)=O)=O 2-(2,6-dioxopiperidin-3-yl)-4-fluoro-1-oxo-N-((R)-2,2,2-trifluoro-1-o-tolylethyl)isoindoline-5-carboxamide